N-(4-ethynylphenyl)-5,7-dimethylpyrazolo[1,5-a]pyrimidine-3-carboxamide C(#C)C1=CC=C(C=C1)NC(=O)C=1C=NN2C1N=C(C=C2C)C